decan-8-yl methacrylate C(C(=C)C)(=O)OC(CCCCCCC)CC